C(C)S(=O)(=O)NC1=CC=C(C=C1)C(/C=C/C=1C=C(OCCC(=O)O)C=CC1)=O 3-[3-[(E)-3-[4-(Ethylsulfonylamino)phenyl]-3-oxoprop-1-enyl]phenoxy]propanoic acid